3-bromo-4'-iodo-1,1'-biphenyl BrC=1C=C(C=CC1)C1=CC=C(C=C1)I